C1(CCCCC1)C(C(O)C1CCCCC1)O 1,2-dicyclohexyl-ethane-1,2-diol